OC(CCCCCCCCCCCCC(=O)O)CCC(CC)O 14,17-Dihydroxynonadecanoic acid